C(C(O)C)(=O)OC(CCCCCCCCCCCCCCC(C)C)=O Isostearoyl lactate